FC(S(=O)(=O)[O-])(F)F.C(C)C=1NC=C[N+]1C ethyl-3-methylimidazolium trifluoromethanesulfonate